3,6-bis(diethylamino)fluoren C(C)N(C=1C=CC=2CC3=CC=C(C=C3C2C1)N(CC)CC)CC